NC1=NC2=CC=C(C=C2C=C1C)C(=O)N(CC1=C2C(=NC=C1)NC=C2)CC2=CC1=C(NC(N1)=O)C=C2 2-amino-3-methyl-N-((2-oxo-2,3-dihydro-1H-benzimidazol-5-yl)methyl)-N-(1H-pyrrolo[2,3-b]pyridin-4-ylmethyl)-6-quinolinecarboxamide